FC=1C=C(C=CC1F)C1=CC(=C(N)C=C1)[N+](=O)[O-] 4-(3,4-difluorophenyl)-2-nitro-aniline